Oxybis(methyl-2,1-ethanediyl)diacrylat O(CC(C)C=CC(=O)[O-])CC(C)C=CC(=O)[O-]